(S)-2-hydroxy-3-methyl-allyl butyrate C(CCC)(=O)OCC(=CC)O